CC=1C2=C(SC1C=1N=C(OC1C1=CC=CC=C1)C1=CC=CC=C1)C=CC=C2 4-(3-methylbenzo[b]thiophen-2-yl)-2,5-diphenyloxazole